3-Bromo-2-fluoro-N-methyl-6-nitroaniline BrC=1C(=C(NC)C(=CC1)[N+](=O)[O-])F